N-(2,4-difluoro-3-(7-fluoro-3-(1H-imidazol-2-yl)-1H-indazol-6-yl)phenyl)-1-methyl-2-oxo-1,2-dihydro-pyridine-3-sulfonamide FC1=C(C=CC(=C1C1=CC=C2C(=NNC2=C1F)C=1NC=CN1)F)NS(=O)(=O)C=1C(N(C=CC1)C)=O